2-(4-(6-((3-(1-isopropylpiperidin-4-yl)-1-(5-methylpyridin-2-yl)-1H-pyrazol-5-yl)carbamoyl)pyridin-2-yl)-1H-pyrazol-1-yl)acetic acid C(C)(C)N1CCC(CC1)C1=NN(C(=C1)NC(=O)C1=CC=CC(=N1)C=1C=NN(C1)CC(=O)O)C1=NC=C(C=C1)C